N[C@@H]1CN(CC1)S(=O)(=O)NC(=O)C=1C(=NC(=CC1)C1=CC=C(C=C1)OC(F)(F)F)N1C(C[C@@H](C1)C)(C)C N-[(3S)-3-Aminopyrrolidin-1-yl]sulfonyl-6-[4-(trifluoromethoxy)phenyl]-2-[(4S)-2,2,4-trimethylpyrrolidin-1-yl]pyridin-3-carboxamid